C(=O)(O)C1(CC=C(C=C1)N(C1=CCC(C=C1)(C(=O)O)C(=O)O)C1=CCC(C=C1)(C(=O)O)C(=O)O)C(=O)O tris(4,4'-dicarboxyphenyl)amine